Benzyl N-[(1S)-1-[[(2-chloroacetyl)-(1H-imidazol-4-ylmethyl)amino]carbamoyl]-3-methyl-butyl]carbamate ClCC(=O)N(CC=1N=CNC1)NC(=O)[C@H](CC(C)C)NC(OCC1=CC=CC=C1)=O